OCCN(C1=CC=C(C=C1)N=O)CCO N,N-Bis(2-hydroxyethyl)-4-nitroso-aniline